ICCCCCCCCCC(CC)I 1,10-diiodododecane